1,3,5-tri(3,5-di-tert-butyl-4-hydroxy-benzyl)-1,3,5-triazine-2,4,6(1H,3H,5H)trione C(C)(C)(C)C=1C=C(CN2C(N(C(N(C2=O)CC2=CC(=C(C(=C2)C(C)(C)C)O)C(C)(C)C)=O)CC2=CC(=C(C(=C2)C(C)(C)C)O)C(C)(C)C)=O)C=C(C1O)C(C)(C)C